ClC1=CC(=CC=2COB(C21)O)NC2=NC=C(C(=N2)N[C@H]2[C@@H](CCCC2)C#N)C (trans)-2-[[2-[(7-chloro-1-hydroxy-3H-2,1-benzoxaborol-5-yl)amino]-5-methyl-pyrimidin-4-yl]amino]cyclohexane-1-carbonitrile